1-(2-((1R,2aS,2bR,4aS,6R,8aS,8bR,10aS)-6-hydroxy-6,10a-dimethylhexadecahydrocyclobuta[a]phenanthren-1-yl)-2-oxoethyl)-1H-pyrazole-4-carbonitrile O[C@@]1(CC[C@@H]2[C@H]3CC[C@]4([C@H]([C@@H]3CC[C@H]2C1)C[C@H]4C(CN4N=CC(=C4)C#N)=O)C)C